O=C1NC(CCC1N1C(N(C2=C1C=CC(=C2)CCOCCOCCOCCOCC(=O)O)C)=O)=O 14-(1-(2,6-Dioxopiperidin-3-yl)-3-methyl-2-oxo-2,3-dihydro-1H-benzo[d]imidazol-5-yl)-3,6,9,12-tetraoxatetradecan-1-oic Acid